FC(S(=O)(=O)N[C@@H]1[C@@H](N(CC12CC2)C(=O)[C@@H]2OCC2)CC=2C(=C(C=CC2)C2=C(C=CC(=C2)F)F)F)F 1,1-difluoro-N-((6s,7s)-5-((R)-oxetan-2-carbonyl)-6-((2,2',5'-trifluoro-[1,1'-biphenyl]-3-yl)methyl)-5-azaspiro[2.4]heptan-7-yl)methanesulfonamide